{3-[(3-hydroxy-2,3-dihydro-1-benzofuran-7-yl)amino]-1H-indazol-6-yl}-5'-methoxyspiro[cyclopropane-1,3'-indol]-2'(1'H)-one OC1COC2=C1C=CC=C2NC2=NNC1=CC(=CC=C21)N2C(C1(C3=CC(=CC=C23)OC)CC1)=O